5-({2-[4-{5-chloro-2-[5-(trifluoromethyl)-1,3,4-oxadiazol-2-yl]phenyl}-5-methoxy-2-oxopyridin-1(2H)-yl]-4-methoxybutyryl}amino)pyridine-2-carboxamide ClC=1C=CC(=C(C1)C1=CC(N(C=C1OC)C(C(=O)NC=1C=CC(=NC1)C(=O)N)CCOC)=O)C=1OC(=NN1)C(F)(F)F